ClC=1C=C(C=C2C=C(N=CC12)NC(=O)[C@H]1[C@@H](C1)C#N)C=1C=C2C=NN(C2=CC1C)[C@@H]1OCCCC1 |&1:29| (±)-trans-N-[8-chloro-6-(6-methyl-1-tetrahydropyran-2-yl-indazol-5-yl)-3-isoquinolyl]-2-cyano-cyclopropanecarboxamide